CN(C1(CCC2(CN(C(N2CCOC)=O)C2=NC=C(C=N2)C#N)CC1)C1=CC=CC=C1)C cis-2-[8-dimethylamino-1-(2-methoxy-ethyl)-2-oxo-8-phenyl-1,3-diazaspiro[4.5]decan-3-yl]-pyrimidine-5-carbonitrile